OC(CN(C1=CC=C(C=C1)C)CC(C)O)C N,N-bis-(2-hydroxypropyl)-4-toluidine